purin-2-thione N=1C(N=C2N=CN=C2C1)=S